(R)-N-(chroman-4-yl)-2-cyclopropyl-1H-benzo[d]imidazol-4-amine O1CC[C@H](C2=CC=CC=C12)NC1=CC=CC=2NC(=NC21)C2CC2